C(C)N(C1=CC(=C(\C=C\2/OC3=C(C2=O)C=CC(=C3)O)C=C1)OC)CC (2Z)-2-[4-(diethylamino)-2-methoxybenzylidene]-6-hydroxy-1-benzofuran-3(2H)-one